(1-(cyclopropylsulfonyl)-1H-pyrazol-4-yl)-N-(4-(4-methoxypiperidin-1-yl)-5-((1-methyl-1H-pyrazol-4-yl)ethynyl)pyridin-2-yl)pyrimidin-4-amine C1(CC1)S(=O)(=O)N1N=CC(=C1)C1=NC=CC(=N1)NC1=NC=C(C(=C1)N1CCC(CC1)OC)C#CC=1C=NN(C1)C